(S)-4-(6-(3,5-dimethylisoxazol-4-yl)-2-(1-methyl-1H-pyrazol-4-yl)quinazolin-4-yl)-3-phenylmorpholine CC1=NOC(=C1C=1C=C2C(=NC(=NC2=CC1)C=1C=NN(C1)C)N1[C@H](COCC1)C1=CC=CC=C1)C